tert-butyl (4-chloro-3-((4-fluorophenyl)carbamoyl)phenyl)(methyl)carbamate ClC1=C(C=C(C=C1)N(C(OC(C)(C)C)=O)C)C(NC1=CC=C(C=C1)F)=O